1H-spiro[imidazo[1,2-c]pyrimidine-2,3'-oxetan]-5(3H)-one O1CC2(C1)NC=1N(C(N=CC1)=O)C2